[NH4+].FC(C(OC(C(OC(C(C(F)(F)F)(F)F)(F)F)(C(F)(F)F)F)(F)F)(C(F)(F)F)F)(C(=O)O)F perfluoro-2,5-dimethyl-3,6-dioxanonanecarboxylic acid ammonium